C1=C2C=CC3=C(C=CC=4C=NC=5C=CC=CC5C34)C2=CC=C1 naphthophenanthridine